3-but-3-ynylphenol C(CC#C)C=1C=C(C=CC1)O